tert-Butyl 2-[1-(6-methyl-4-oxo-2-quinazolin-7-yl-chromen-8-yl)ethylamino]benzoate CC=1C=C2C(C=C(OC2=C(C1)C(C)NC1=C(C(=O)OC(C)(C)C)C=CC=C1)C1=CC=C2C=NC=NC2=C1)=O